FC12CC(C1)(C2)C=CCCCCCC(=O)O 8-(3-fluoro-bicyclo[1.1.1]pent-1-yl)oct-7-enoic acid